C1(CC1)C1=NC=NC(=C1C=1OC2=C(N1)C=CC=C2CC2=CC=C(C=C2)C=2N(C=C(N2)C(F)(F)F)C(C)C)OC 2-(4-cyclopropyl-6-methoxypyrimidin-5-yl)-7-(4-(1-isopropyl-4-(trifluoromethyl)-1H-imidazol-2-yl)benzyl)benzo[d]oxazole